OC=1C(NN=C(C1)CCC=1C=NC=C(C1)C(F)(F)F)=O 4-hydroxy-6-{2-[5-(trifluoromethyl)pyridin-3-yl]ethyl}pyridazin-3(2H)-one